tert-butyl 2-[4-[4-[[(3R)-2,6-dioxo-3-piperidyl]oxy]phenyl]-1-piperidyl]acetate O=C1NC(CC[C@H]1OC1=CC=C(C=C1)C1CCN(CC1)CC(=O)OC(C)(C)C)=O